methyl (R)-2-(2,2-difluoro-7-methyl-3-oxo-6-(perfluorophenyl)-2,3-dihydro-4H-benzo[b][1,4]oxazin-4-yl)propanoate FC1(C(N(C2=C(O1)C=C(C(=C2)C2=C(C(=C(C(=C2F)F)F)F)F)C)[C@@H](C(=O)OC)C)=O)F